androsta-5-ene-3,17-dione C[C@@]12C(CC[C@H]1[C@@H]1CC=C3CC(CC[C@]3(C)[C@H]1CC2)=O)=O